2-(p-isobutyl-phenyl)propionic acid C(C(C)C)C1=CC=C(C=C1)C(C(=O)O)C